5-nitro-4-oxo-pentanoic acid [N+](=O)([O-])CC(CCC(=O)O)=O